tetraoxo-2-oxa-4,7,10,13-tetraazapentadecan O=C(C(NC(OC=O)=O)=O)NCCNCCNCC